N-(3-Aminophenyl)sulfonyl-6-tert-butyl-2-(2-methylphenoxy)pyridin-3-carboxamid NC=1C=C(C=CC1)S(=O)(=O)NC(=O)C=1C(=NC(=CC1)C(C)(C)C)OC1=C(C=CC=C1)C